N[C@H]1CN(CC1)C1=NC(=CC(=N1)N1CC=2C(=NC=CC2C1=O)C1=C(C=CC=C1OC)F)Cl 2-(2-((R)-3-aminopyrrolidin-1-yl)-6-chloropyrimidin-4-yl)-4-(2-fluoro-6-methoxyphenyl)-2,3-dihydro-1H-pyrrolo[3,4-c]pyridin-1-one